bis[2-[1-(2-ethylbutyl) cyclohexylcarbonylamino]phenyl] disulfide C(C)C(CC1(CCCCC1)C(=O)NC1=C(C=CC=C1)SSC1=C(C=CC=C1)NC(=O)C1(CCCCC1)CC(CC)CC)CC